CS(=O)(=O)N1C[C@H](CC1)C(=O)N(C)C(C(=O)N)C(C)C 2-{1-[(3S)-1-methanesulfonylpyrrolidin-3-yl]-N-methylformamido}-3-methylbutanamide